triacontyl alcohol phosphate P(=O)(O)(O)OCCCCCCCCCCCCCCCCCCCCCCCCCCCCCC